C(#N)C1=CC=C(C=C1)CCCN1CCN(CC1)S(=O)(=O)C1=CC=C(C=C1)S(=O)(=O)NC=1C=CC(=C2C(=CNC12)Cl)Cl 4-((4-(3-(4-cyanophenyl)propyl)piperazin-1-yl)sulfonyl)-N-(3,4-dichloro-1H-indol-7-yl)benzenesulfonamide